C1=CC=CC=2S(C3=C(C21)C=CC=C3)=O Dibenzothiophen-5-oxid